N1C2C(CC1C(=O)O)CCC2 octahydrocyclopenta[b]pyrrole-2-carboxylic acid